benzyl 3-formylazetidine-1-carboxylate C(=O)C1CN(C1)C(=O)OCC1=CC=CC=C1